3-Tert-butyl-1-phenyl-1H-pyrazol-5-ol C(C)(C)(C)C1=NN(C(=C1)O)C1=CC=CC=C1